COCCN(CCCOC1=NC=C(C=C1NS(=O)(=O)C)C1=CC=2C3=C(C=NC2C=C1)N(C(C31CCC1)=O)C)C N-(2-(3-((2-Methoxyethyl)(methyl)amino)propoxy)-5-(3'-methyl-2'-oxo-2',3'-dihydrospiro[cyclobutane-1,1'-pyrrolo[2,3-c]quinolin]-8'-yl)pyridin-3-yl)methanesulfonamide